2-(5-(phenyl-(piperazin-1-yl)methyl)-2H-tetrazol-2-yl)ethan-1-ol C1(=CC=CC=C1)C(C=1N=NN(N1)CCO)N1CCNCC1